4-(2,4,6-trimethylphenyl)-1H-1,2,3-triazole-5-carbonitrile CC1=C(C(=CC(=C1)C)C)C=1N=NNC1C#N